CC=1C(=NC(=NC1)NC1=CC=NN1C)C=1N=C(OC1)C(=O)NCC1=CC=C(C=C1)C(F)(F)F 4-(5-methyl-2-((1-methyl-1H-pyrazol-5-yl)amino)pyrimidin-4-yl)-N-(4-(trifluoromethyl)benzyl)oxazole-2-carboxamide